C(\C=C\C1=CC(OC)=C(O)C=C1)(=O)C(C(=O)C(\C=C\C1=CC(OC)=C(O)C=C1)=O)=O feruloyl diketone